NCC=1C=C(C=CC1)C=1C=C(C2=C(C(=CO2)COC2=C(C=CC(=C2)OC)CC(=O)OCC)C1)C ethyl 2-(2-((5-(3-(aminomethyl)phenyl)-7-methylbenzofuran-3-yl)methoxy)-4-methoxyphenyl)acetate